[Na+].COC=1C=C(C=C(C1)C1=CC(=CC=C1)OC(F)(F)F)[C@H](CC(=O)[O-])NC(=O)NC1C(N(C=CC1=O)C)=O (S)-3-(5-methoxy-3'-(trifluoromethoxy)biphenyl-3-yl)-3-(3-(1-methyl-4-oxo-2-oxo-1,2-dihydropyridin-3-yl)ureido)propanoic acid sodium salt